C(C)(C)(C)OC(=O)N[C@H](C)C=1C(=C(C=CC1)C(C(=O)OCC)(F)F)F ethyl (R)-2-(3-(1-((tert-butoxycarbonyl) amino) ethyl)-2-fluorophenyl)-2,2-difluoroacetate